benzyl-(1,2,4-triazole) dithioformate C(=S)S.C(C1=CC=CC=C1)C1=NNC=N1